6-methylpyrimidine-2,4(1h,3h)-dione CC1=CC(NC(N1)=O)=O